(3R,5aS,6R,8aS,9R,10R,12R,12aR)-3,6,9-trimethyl-N-[(oxan-4-yl)methyl]decahydro-12H-3,12-epoxypyrano[4,3-j][1,2]benzodioxepin-10-carboxamide C[C@@]12OO[C@]34[C@@H](CC1)[C@@H](CC[C@H]3[C@H]([C@@H](O[C@@H]4O2)C(=O)NCC2CCOCC2)C)C